tert-butyl {[(2R,4S)-2-methyl-3,4-dihydro-2H-pyrano[3,2-b]pyridin-4-yl]methyl}carbamate C[C@@H]1C[C@H](C2=NC=CC=C2O1)CNC(OC(C)(C)C)=O